BrC=1OC=C(N1)C[C@@H](C(=O)N1N[C@@H](CCC1)C(=O)OCC(C)(C)C)NC(=O)OC(C)(C)C 2,2-dimethylpropyl (S)-1-((S)-3-(2-bromooxazol-4-yl)-2-((tert-butoxycarbonyl)amino)propanoyl)hexahydropyridazine-3-carboxylate